3,6-dimethylaminoacridine CNC=1C=CC2=CC3=CC=C(C=C3N=C2C1)NC